N[C@H]1[C@H]2CC[C@@H](C1)N2C=2N(C(C1=C(N2)NN=C1C1=C(C2=CN(N=C2C=C1)CC)Cl)=O)C 6-((1R,2R,4S)-2-amino-7-azabicyclo[2.2.1]heptan-7-yl)-3-(4-chloro-2-ethyl-2H-indazol-5-yl)-5-methyl-1,5-dihydro-4H-pyrazolo[3,4-d]pyrimidin-4-one